2-cyclohexyl-N-(4-(2-(4-fluorophenyl)-4,5,6,7-tetrahydropyrazolo[1,5-a]pyrazin-3-yl)pyridin-2-yl)acetamide C1(CCCCC1)CC(=O)NC1=NC=CC(=C1)C=1C(=NN2C1CNCC2)C2=CC=C(C=C2)F